F[C@@H]1C[C@H](N(C1)C(CC1=CNC2=CC=CC=C12)=O)C(=O)N[C@H](C1=CC=C(C=C1)C(C)C)C1=CC=CC=C1 (2S,4R)-4-fluoro-1-[2-(1H-indol-3-yl)acetyl]-N-[(S)-phenyl[4-(propan-2-yl)phenyl]methyl]pyrrolidine-2-carboxamide